The molecule is an acetate ester resulting from the formal condensation of cinnamyl alcohol with acetic acid. Found in cinnamon leaf oil. It has a role as a fragrance, a metabolite and an insecticide. It derives from a cinnamyl alcohol. CC(=O)OC/C=C/C1=CC=CC=C1